1-[5-bromo-4-chloro-1-(oxazolidin-2-yl)pyrazole-3-carbonyl]-N-cyclohexylpiperidine-4-carboxamide BrC1=C(C(=NN1C1OCCN1)C(=O)N1CCC(CC1)C(=O)NC1CCCCC1)Cl